(S)-3,3-difluorocyclopentaneamine hydrochloride Cl.FC1(C[C@H](CC1)N)F